BrC1=CC=C(C=C1)N(C1=CC=CC=C1)C1=CC=CC2=CC=CC=C12 N-(4-bromophenyl)-N-phenyl-1-naphthylamine